C1(=CC=CC=C1)N1C2=CC=CC=C2C=2C=C(C=CC12)C1=C(C=CC(=C1)N)C1=CC=C(C=C1)N 9-phenyl-9H-carbazole-3-yl-[1,1'-biphenyl]-4,4'-diamine